[Si](C)(C)(C(C)(C)C)OCC(CCCCCCCCCCCCCCCCCCC)O 1-((tert-butyldimethylsilyl)oxy)heneicosan-2-ol